C(C)N(CC(=O)O)C1=CC=C(C=C1)Cl N-ethyl-N-(p-chlorophenyl)glycine